O=C(CC(=O)NC1C(SCC1)=O)CCCCCCCCC 3-oxo-N-(tetrahydro-2-oxo-3-thienyl)dodecanamide